ClC1=NC(=C(C=C1C(=O)N1C=NC=C1)[Si](C)(C)C)Cl (2,6-dichloro-5-trimethylsilyl-3-pyridyl)-imidazol-1-yl-methanone